CC(CCCCCC(O)O)(C)C trimethyl-heptanediol